4-ethoxy-6-((7-(2-(ethyl(methyl)amino)ethyl)-5-(1-methyl-6-oxo-4-(trifluoromethyl)-1,6-dihydropyridin-3-yl)-1-oxo-3,4-dihydroisoquinolin-2(1H)-yl)methyl)nicotinonitrile C(C)OC1=CC(=NC=C1C#N)CN1C(C2=CC(=CC(=C2CC1)C1=CN(C(C=C1C(F)(F)F)=O)C)CCN(C)CC)=O